ClCl chlorine chloride